COC(CC(CO)CO)=O 4-hydroxy-3-(hydroxymethyl)butanoic acid methyl ester